2-((2-((4-(trifluoromethyl)phenethyl)amino)quinazolin-4-yl)amino)ethan-1-ol FC(C1=CC=C(CCNC2=NC3=CC=CC=C3C(=N2)NCCO)C=C1)(F)F